N-hydroxy-4-((3-(4-morpholinophenethyl)-2,4-dioxo-3,4-dihydroquinazolin-1(2H)-yl)methyl)benzamide ONC(C1=CC=C(C=C1)CN1C(N(C(C2=CC=CC=C12)=O)CCC1=CC=C(C=C1)N1CCOCC1)=O)=O